S1C(=CC=C1)NC(OC)=O methyl thiophen-2-ylcarbamate